citric acid, phosphate salt P(=O)(O)(O)O.C(CC(O)(C(=O)O)CC(=O)O)(=O)O